Methyl-5-bromo-1-Methyl-1H-indazole-3-carboxylic acid (Methyl 5-bromo-1-Methyl-1H-indole-3-carboxylate) CC=1N(C2=CC=C(C=C2C1C(=O)O)Br)C.CC1=C2C(=NN(C2=CC=C1Br)C)C(=O)O